ClC1=C(C=CC(=C1)F)CCN1C[C@@H]([C@@](CC1)(O)C=1C=C(C(=O)N)C=CC1)CN(C)C 3-((3S,4R)-1-(2-chloro-4-fluorophenylethyl)-3-((dimethylamino)methyl)-4-hydroxypiperidin-4-yl)benzamide